(S)-3-(9-((4-(aminomethyl)-2,6-dimethylphenyl)carbamoyl)-5-methyl-4,5-dihydrobenzo[b]thieno[2,3-d]oxepin-8-yl)-6-(propylcarbamoyl)picolinic acid NCC1=CC(=C(C(=C1)C)NC(=O)C1=CC2=C(O[C@H](CC3=C2SC=C3)C)C=C1C=1C(=NC(=CC1)C(NCCC)=O)C(=O)O)C